ClC1=C(C2=C(N=N1)N(CCC2)C=2C(=NC=CC2)C(=O)[O-])C (3-chloro-4'-methyl-5H,6H,7H,8H-pyrido[2,3-c]pyridazin-8-yl)pyridine-2-carboxylate